8-(2-fluoroacryloyl)-3,8-diazabicyclo[3.2.1]octane FC(C(=O)N1C2CNCC1CC2)=C